N-methyl-N-allyl-morpholinium chloride salt [Cl-].C[N+]1(CCOCC1)CC=C